ClC1=C(C(=C(C=C1OC)OC)Cl)C1=CC2=C(N=C(N=C2)N[C@H]2[C@H](COC2)NC(C=C)=O)C(=N1)NCC1N(CCC1)C N-((3R,4S)-4-((6-(2,6-dichloro-3,5-di-methoxyphenyl)-8-(((1-methyl-pyrrolidin-2-yl)methyl)amino)pyrido[3,4-d]pyrimidin-2-yl)amino)tetrahydro-furan-3-yl)acrylamide